trans-4-[(2,4-difluorobenzyl)oxy]-N-{2-fluoro-3-[6-oxo-4-(trifluoromethyl)-1,6-dihydropyrimidin-2-yl]-4-(trifluoromethyl)benzyl}cyclohexane-1-carboxamide sodium [Na].FC1=C(CO[C@@H]2CC[C@H](CC2)C(=O)NCC2=C(C(=C(C=C2)C(F)(F)F)C=2NC(C=C(N2)C(F)(F)F)=O)F)C=CC(=C1)F